The molecule is an aromatic amide obtained by formal condensation of the carboxy group of 3-(difluoromethyl)-1-methylpyrazole-4-carboxylic acid with the amino group of 3',4',5'-trifluorobiphenyl-2-amine. Used to control a number of cereal fungal pathogens including those belonging to the Ascomycetes, Basidiomycetes and Zygomycetes families. It has a role as an EC 1.3.5.1 [succinate dehydrogenase (quinone)] inhibitor and an antifungal agrochemical. It is an aromatic amide, a member of biphenyls, a member of pyrazoles, a trifluorobenzene and an anilide fungicide. CN1C=C(C(=N1)C(F)F)C(=O)NC2=CC=CC=C2C3=CC(=C(C(=C3)F)F)F